CC(=C)C=CCC 2-methyl-1,3-hexadiene